N1=C(C=CC=C1)CN(CC1=NC=CC=C1)CC1=C(C=CC(=C1)Br)O 2-((bis(pyridin-2-ylmethyl)amino)methyl)-4-bromophenol